n-heptaane CCCCCCC